(5-(4-(1-methyl-3-(1-methyl-2-oxo-5-(trifluoromethyl)-1,2-dihydropyridin-3-yl)ureido)piperidin-1-yl)pyrazin-2-yl)cyclopropanecarboxamide CN(C(=O)NC=1C(N(C=C(C1)C(F)(F)F)C)=O)C1CCN(CC1)C=1N=CC(=NC1)C1(CC1)C(=O)N